N1(NCCC12CCCC2)C(=O)[O-] diazaspiro[4.4]nonane-1-carboxylate